5-(((6-Chloro-2-(trifluoromethyl)quinolin-4-yl)amino)methyl)-5-phenylpyrrolidin-2-one ClC=1C=C2C(=CC(=NC2=CC1)C(F)(F)F)NCC1(CCC(N1)=O)C1=CC=CC=C1